N-(6-(4-chlorophenyl)thiazolo[4,5-b]pyridin-2-yl)-5-(2-methoxyphenyl)pyridazine-4-carboxamide ClC1=CC=C(C=C1)C=1C=C2C(=NC1)N=C(S2)NC(=O)C2=CN=NC=C2C2=C(C=CC=C2)OC